ClC=1C(=NC(=NC1)N[C@H]1CNCC1)C=1C=NN(C1CC1CC1)C (R)-5-chloro-4-(5-(cyclopropylmethyl)-1-methyl-1H-pyrazol-4-yl)-N-(pyrrolidin-3-yl)pyrimidin-2-amine